1-[(4-Ethyl-5-oxomorpholin-2-yl)methyl]-5-formyl-4-methyl-1H-indole-2-carbonitrile C(C)N1CC(OCC1=O)CN1C(=CC2=C(C(=CC=C12)C=O)C)C#N